C1(CC1)N1CCS(C2=C(C1=O)SC(=C2)C2=NC(=NC=C2C(F)(F)F)NC=2C=C1CCNCC1=CC2C2CC2)(=O)=O 4-cyclopropyl-7-(2-((7-cyclopropyl-1,2,3,4-tetrahydroisoquinolin-6-yl)amino)-5-(trifluoromethyl)pyrimidin-4-yl)-3,4-dihydrothieno[2,3-f][1,4]thiazepin-5(2H)-one 1,1-dioxide